CN(C1=CC=C(CN2C(C3=C(C=4C=CC=NC24)CCN(C3)CC3=CC(=CC=C3)C#N)=O)C=C1)C 6-(4-dimethylaminobenzyl)-3-(3-cyanobenzyl)-2,3,4,6-tetrahydropyrido[3,4-c][1,8]naphthyridin-5(1H)-one